4-(5-fluoro-4-(3-methyl-1H-1,2,4-triazol-1-yl)pyrimidin-2-yl)piperazine-1-carboxylic acid tert-butyl ester C(C)(C)(C)OC(=O)N1CCN(CC1)C1=NC=C(C(=N1)N1N=C(N=C1)C)F